2-(3-chloro-2-fluoro-4-(4-hydroxy-3-isopropylbenzyl)-5-methylphenoxy)-N-methylacetamide ClC=1C(=C(OCC(=O)NC)C=C(C1CC1=CC(=C(C=C1)O)C(C)C)C)F